1,3,5-tris(6-isocyanatohex-1-yl)-1,3,5-triazine N(=C=O)CCCCCCN1CN(CN(C1)CCCCCCN=C=O)CCCCCCN=C=O